C1=NC(=O)NC(=C1I)N iodocytosine